COC1=C(C=C(C=C1)C(C)(C)OC)S(=O)(=O)Cl 2-methoxy-5-(2-methoxypropan-2-yl)benzenesulfonyl chloride